N-(5-(difluoromethyl)-2-(3-(1-methyl-2,3-dihydro-1H-pyrrolo[2,3-c]pyridin-5-yl)-1,2,4-thiadiazol-5-ylamino)pyridin-3-yl)-N-methylacetamide FC(C=1C=C(C(=NC1)NC1=NC(=NS1)C=1C=C2C(=CN1)N(CC2)C)N(C(C)=O)C)F